C(C)O\C(=N/C(C1=CC=CC=C1)=O)\C1=CC=CC=C1 (Z)-N-(Ethoxy(phenyl)methylene)benzamide